O=S1(CCC(CC1)N)=O 1,1-dioxo-tetrahydrothiopyran-4-amine